C1(=CC=CC=C1)N1C(=NC2=C1C=CC=C2)C(CCOCC)(F)F 1-phenyl-2-(3-ethoxy-1,1-difluoropropyl)benzimidazole